PERHYDRO-3,6-DIMETHYL-BENZO[B]FURAN-2-ONE CC1C2C(OC1=O)CC(CC2)C